ClC1=CC=C2C(=N1)C(=CS2)C2=CC(=CC=C2)C(F)(F)F 5-chloro-3-(3-(trifluoromethyl)phenyl)thieno[3,2-b]pyridine